5-((2,4-dimethoxybenzyl)amino)-3-((R)-3-((R)-1,1-dimethylethylsulfinylamino)-3H-spiro[benzofuran-2,4'-piperidine]-1'-yl)pyrazine-2-carboxylic acid methyl ester COC(=O)C1=NC=C(N=C1N1CCC2(CC1)OC1=C([C@H]2N[S@](=O)C(C)(C)C)C=CC=C1)NCC1=C(C=C(C=C1)OC)OC